nitrophenyl β-D-glucopyranoside O([C@H]1[C@H](O)[C@@H](O)[C@H](O)[C@H](O1)CO)C1=C(C=CC=C1)[N+](=O)[O-]